C(C(C)C)[SiH3] Iso-butyl-silane